4-(6-fluoro-3,4-dihydroisoquinolin-2(1H)-yl)-2,6-dimethylbenzene FC=1C=C2CCN(CC2=CC1)C1=CC(=CC(=C1)C)C